1-(5-(3-(6-(4-isopropyl-4H-1,2,4-triazol-3-yl)pyridin-2-yl)-2-oxoimidazolidin-1-yl)pyridin-2-yl)azetidine-3-carboxamide C(C)(C)N1C(=NN=C1)C1=CC=CC(=N1)N1C(N(CC1)C=1C=CC(=NC1)N1CC(C1)C(=O)N)=O